2-(6-bromo-1-oxospiro[3H-isoquinoline-4,1'-cyclopropane]-2-yl)-N-[5-(1-methylpyrazol-4-yl)pyrimidin-2-yl]acetamide BrC=1C=C2C(=CC1)C(N(CC21CC1)CC(=O)NC1=NC=C(C=N1)C=1C=NN(C1)C)=O